4-hydroxy-4-(phenyl-(2H-tetrazol-5-yl)methyl)piperidine-1-carboxylic acid tert-butyl ester C(C)(C)(C)OC(=O)N1CCC(CC1)(C(C=1N=NNN1)C1=CC=CC=C1)O